6-[4-[[2-Ethyl-4-(3-hydroxyphenyl)phenyl]methyl]piperazin-1-yl]-N-(3,3,3-trifluoropropylsulfonyl)pyridazine-3-carboxamide C(C)C1=C(C=CC(=C1)C1=CC(=CC=C1)O)CN1CCN(CC1)C1=CC=C(N=N1)C(=O)NS(=O)(=O)CCC(F)(F)F